C(C)(C)N1N=NC2=C1C=CC(=C2)C2=NOC(=N2)C2=CC(=NC=C2)C(C)C 3-(1-isopropyl-1H-benzo[d][1,2,3]triazol-5-yl)-5-(2-isopropylpyridin-4-yl)-1,2,4-oxadiazole